(2S,5S)-4-(1-(dimethylamino)cyclobutane-1-carbonyl)-2,3,4,5-tetrahydro-2,5-methanopyrido[3,4-f][1,4]oxazepine-9-carbonitrile CN(C1(CCC1)C(=O)N1C[C@H]2OC3=C([C@@H]1C2)C=NC=C3C#N)C